(S)-2,3-Bis((6-((2-octyldecanoyl)oxy)hexanoyl)oxy)propyl (2-(trimethylammonio)ethyl) phosphate P(=O)(OC[C@H](COC(CCCCCOC(C(CCCCCCCC)CCCCCCCC)=O)=O)OC(CCCCCOC(C(CCCCCCCC)CCCCCCCC)=O)=O)(OCC[N+](C)(C)C)[O-]